ethyl (S,Z)-4-((1R,3S,4R)-2-((3-chlorophenyl)-L-leucyl)-5,5-difluoro-2-azabicyclo[2.2.2]octane-3-carboxamido)-2-fluoro-5-((S)-2-oxopyrrolidin-3-yl)pent-2-enoate ClC=1C=C(C=CC1)N[C@@H](CC(C)C)C(=O)N1[C@H]2CC([C@@H]([C@H]1C(=O)N[C@H](\C=C(\C(=O)OCC)/F)C[C@H]1C(NCC1)=O)CC2)(F)F